CC1=C(C=CC=C1C1=NN2C(C=CC(=C2)CNCCO)=N1)C1=CC=CC=C1 2-([[2-(2-methylbiphenyl-3-yl)[1,2,4]triazolo[1,5-a]pyridin-6-yl]methyl]amino)ethanol